NC1=CC(=C(C#N)C=C1[N+](=O)[O-])F 4-amino-2-fluoro-5-nitro-benzonitrile